C(C)OCCNC(=O)C1CN(C1)C1=CC(=C2C(C(=CN(C2=N1)C=1SC=C(N1)C1=NC=CC=C1)C(=O)O)=O)C 7-{3-[(2-ethoxyethyl)carbamoyl]azetidin-1-yl}-5-methyl-4-oxo-1-[4-(pyridin-2-yl)-1,3-thiazol-2-Yl]-1,4-dihydro-1,8-naphthyridine-3-carboxylic acid